(E)-1-[4-(1,1-Dihydroxy-2-methylpropan-2-yl)sulfanylphenyl]-3-(4-methylsulfanylphenyl)prop-2-en-1-one OC(C(C)(C)SC1=CC=C(C=C1)C(\C=C\C1=CC=C(C=C1)SC)=O)O